NC1=NC=NC2=CC=C(C=C12)C1=CC=C(S1)C(C)NC1=NC=CC=C1C(=O)NCC1=CC(=C(C=C1)F)F 2-({1-[5-(4-aminoquinazolin-6-yl)thiophen-2-yl]ethyl}amino)-N-(3,4-difluorobenzyl)pyridine-3-carboxamide